6-Chloro-N-(1-methylpiperidin-4-yl)-2-{4-[4-(1,3-thiazol-4-ylmethyl)piperazin-1-yl]phenyl}-3H-imidazo[4,5-b]pyridin-7-amine ClC=1C(=C2C(=NC1)NC(=N2)C2=CC=C(C=C2)N2CCN(CC2)CC=2N=CSC2)NC2CCN(CC2)C